(2R)-3-methoxy-2-(4-methylpiperazin-1-yl)propionic acid COC[C@H](C(=O)O)N1CCN(CC1)C